1-(azetidin-3-ylmethyl)-7-chloro-4-(2-(dimethylamino)ethyl)-6-(3-hydroxynaphthalen-1-yl)quinoxaline-2,3(1H,4H)-dione N1CC(C1)CN1C(C(N(C2=CC(=C(C=C12)Cl)C1=CC(=CC2=CC=CC=C12)O)CCN(C)C)=O)=O